BrC1=CC=C(C=C1)C1CCN(CC1)C1=C(C(=C(C=C1)[N+](=O)[O-])Cl)F 4-(4-bromophenyl)-1-(3-chloro-2-fluoro-4-nitrophenyl)piperidine